Cl.S1C=CC2=C1CCC(C2)N 4,5,6,7-tetrahydrobenzothiophen-5-amine hydrochloride